(3S,4R)-4-((6-cyano-5-fluoro-7-(trans-3-fluorocyclopentyl)pyrrolo[2,1-f][1,2,4]triazin-2-yl)amino)tetrahydro-2H-pyran-3-yl acetate C(C)(=O)O[C@@H]1COCC[C@H]1NC1=NN2C(C=N1)=C(C(=C2[C@@H]2C[C@H](CC2)F)C#N)F